2-[(4-phenylphenyl)methylamino]-5-propyl-4H-[1,2,4]triazolo[1,5-a]pyrimidin-7-one C1(=CC=CC=C1)C1=CC=C(C=C1)CNC1=NN2C(NC(=CC2=O)CCC)=N1